tert-butyl 4-(3-(2-hydroxyphenyl)-5,6,7,8,9,10-hexahydropyridazino[4',3':4,5]pyrrolo[2,3-d]azepine-7-carbonyl)-3,3-dimethylpiperazine-1-carboxylate OC1=C(C=CC=C1)C1=CC2=C(NC=3CCN(CCC32)C(=O)N3C(CN(CC3)C(=O)OC(C)(C)C)(C)C)N=N1